C(C)OC(=O)N[C@H](C(=O)OCC)CCP(=O)COCC Ethyl (2S)-2-[(ethoxycarbonyl)amino]-4-(ethoxymethylphosphinyl)butanoate